ClC=1C=CC2=C(C(CC(O2)C(=O)N[C@@H]2[C@H]3C[C@@H]([C@@H](C2)C3)NC(C3=CC=C(C=C3)C(F)(F)F)=O)=O)C1 |r| 6-chloro-4-oxo-N-{rac-(1R,2S,4R,5S)-5-[4-(trifluoromethyl)benzamido]bicyclo[2.2.1]hept-2-yl}-3,4-dihydro-2H-1-benzopyran-2-carboxamide